mono-tertiary butyl-sodium carbonate C(O)(O)=O.C(C)(C)(C)[Na]